N,N'-dimethyl-N,N'-dioctylheptylmalonamide CN(C(C(C(=O)N(CCCCCCCC)C)CCCCCCC)=O)CCCCCCCC